BrC=1C=CC(=NC1)OC1=CC=C(C=C1)Cl 5-bromo-2-(4-chlorophenoxy)pyridine